C1(CC1)[C@]1(C(N(C[C@H]1C)C=1C=2N(N=CC1)C=C(C2)C=2C=NN(C2)C2(CC2)CO)=O)C#N (3R,4S)-3-cyclopropyl-1-(6-(1-(1-(hydroxymethyl)cyclopropyl)-1H-pyrazol-4-yl)pyrrolo[1,2-b]pyridazin-4-yl)-4-methyl-2-oxopyrrolidine-3-carbonitrile